O[C@@]1(CC[C@H]2N(CCN(C2)C(=O)C2=C(C(=CC=C2)C2=C(C=NN2)F)Cl)C1)C1=NC=C(C=C1)C(F)(F)F [(7R,9aR)-7-hydroxy-7-[5-(trifluoromethyl)pyridin-2-yl]-3,4,6,8,9,9a-hexahydro-1H-pyrido[1,2-a]pyrazin-2-yl]-[2-chloro-3-(4-fluoro-1H-pyrazol-5-yl)phenyl]methanone